6-chloro-4-isopropyl-2,7-naphthyridine-1-carbohydrazide ClC=1C=C2C(=CN=C(C2=CN1)C(=O)NN)C(C)C